C(C)(C)(C)OC(C(C)(C)O[C@H]1CN(CCC1)CC1=CC=CC=C1)=O (R)-2-((1-Benzylpiperidin-3-yl)oxy)-2-methylpropanoic acid tert-butyl ester